C(C)(C)C1=C(C=CC=C1)C1=NC=C2NC(N(C2=N1)CC1=CC=C(C=C1)N1N=C(C=C1)C1CN(CC1)C)=O 2-(2-isopropylphenyl)-9-(4-(3-(1-methylpyrrolidin-3-yl)-1H-pyrazol-1-yl)benzyl)-7,9-dihydro-8H-purin-8-one